2-(4-chlorophenyl)-5-nitro-1H-benzo[d]imidazole ClC1=CC=C(C=C1)C1=NC2=C(N1)C=CC(=C2)[N+](=O)[O-]